5-hexyl-2,2':5',2''-terthienyl C(CCCCC)C1=CC=C(S1)C=1SC(=CC1)C=1SC=CC1